ClC1N=C2C=C(C=CC2=CN1COCC[Si](C)(C)C)[N+](=O)[O-] 2-chloro-7-nitro-3-((2-(trimethylsilyl)ethoxy)methyl)quinazolin